(S)-5-((5-(2-methoxy-6-((1-methylpiperidin-3-yl)methoxy)phenyl)-1H-pyrazol-3-yl)amino)pyrazine-2-carbonitrile COC1=C(C(=CC=C1)OC[C@@H]1CN(CCC1)C)C1=CC(=NN1)NC=1N=CC(=NC1)C#N